2-Amino-6-(3-amino-3-oxopropyl)-6-(cyclopropylmethyl)-7-oxo-4,5,6,7-tetrahydrobenzo[b]thiophene-3-carboxamide NC1=C(C2=C(S1)C(C(CC2)(CC2CC2)CCC(=O)N)=O)C(=O)N